4-(4-fluorophenyl)pyrrolo[1,2-a]quinoxaline FC1=CC=C(C=C1)C=1C=2N(C3=CC=CC=C3N1)C=CC2